FCCCS(=O)(=O)Cl 3-fluoropropane-1-sulfonyl chloride